N1C=CC=2C1=NC=C(C2)C=2C=C(C=CC2)C=CC(=O)NC2=CC(=C(C=C2)C)C(F)(F)F 3-(3-(1H-pyrrolo[2,3-b]pyridin-5-yl)phenyl)-N-(4-methyl-3-(trifluoromethyl)phenyl)acrylamide